CC(CCCC(C)=O)=O 2,6-Heptandion